C(C)C1=CC=C(OC/C=C/C2=CC=C3CCC(C3=C2)=O)C=C1 (E)-6-(3-(4-ethylphenoxy)prop-1-en-1-yl)-2,3-dihydro-1H-inden-1-one